6,6'-(((1,4,7,10-tetraazacyclododecane-1,4-diyl)bis(4-oxobutane-4,1-diyl))bis(oxy))bis(N-(2-((S)-2-cyano-4,4-difluoropyrrolidin-1-yl)-2-oxoethyl)quinoline-4-carboxamide) N1(CCN(CCNCCNCC1)C(CCCOC=1C=C2C(=CC=NC2=CC1)C(=O)NCC(N1[C@@H](CC(C1)(F)F)C#N)=O)=O)C(CCCOC=1C=C2C(=CC=NC2=CC1)C(=O)NCC(=O)N1[C@@H](CC(C1)(F)F)C#N)=O